FC(CC=1C=C2C(=NC=NC2=CC1)N1CCC2(CCN(CC2)CC=2C=C(C=CC2)NS(=O)(=O)CC)CC1)(F)F N-[3-({9-[6-(2,2,2-trifluoroethyl)quinazolin-4-yl]-3,9-diazaspiro[5.5]undec-3-yl}methyl)phenyl]ethanesulfonamide